COC1=C(C=CC=C1)C=CC(C=C)=O 5-(2-methoxyphenyl)-1,4-pentadien-3-one